C(C)(C)(C)OC(NC=1C(N(C=CC1)[C@H](C(=O)N[C@@H](C[C@H]1C(NCCC1)=O)C#N)CC(C)C)=O)=O tert-butyl{1-[(2S)-1-({(1S)-1-cyano-2-[(3S)-2-oxopiperidin-3-yl]ethyl}amino)-4-methyl-1-oxopentan-2-yl]-2-oxo-1,2-dihydropyridin-3-yl}carbamate